CC(CC(=O)O)CCCCCCCCCCCC 3-methyl-Pentadecanoic acid